Cl.C1N(CC12CCNCC2)C2=NC=NC=C2OC2=C(C(=O)N(C(C)C)C1CC(C1)C(F)F)C=C(C=C2)F 2-((4-(2,7-diazaspiro[3.5]nonan-2-yl)pyrimidin-5-yl)oxy)-N-((1r,3r)-3-(difluoromethyl)cyclobutyl)-5-fluoro-N-isopropylbenzamide hydrochloride